(2-(1-(quinazolin-4-yl)piperidin-4-yl)ethyl)phosphonic acid N1=CN=C(C2=CC=CC=C12)N1CCC(CC1)CCP(O)(O)=O